methyl-tetrahydrofuranthiol CC1(OCCC1)S